BrC1=CC=C(C2=CC=CC=C12)C1=CC=C(C#N)C=C1 4-(4-bromonaphthalen-1-yl)benzonitrile